ClC=1SC(=CN1)COC1=C(OC2=CC=CC=C2C1=O)C1=CC=C(C=C1)C(F)(F)F 3-((2-chlorothiazol-5-yl)methoxy)-2-(4-(trifluoromethyl)phenyl)-4H-chromen-4-one